(S)-2-((1-(7,8-dichloro-4-(1H-imidazol-1-yl)quinolin-2-yl)pyrrolidin-2-yl)methoxy)acetic acid ClC1=CC=C2C(=CC(=NC2=C1Cl)N1[C@@H](CCC1)COCC(=O)O)N1C=NC=C1